6-amino-2-{8-[(2-cyano-2-methylideneethyl)amino]-7-methoxynaphthalen-2-yl}-N-(1-methylpiperidin-4-yl)pyrimidine-4-carboxamide NC1=CC(=NC(=N1)C1=CC2=C(C(=CC=C2C=C1)OC)NCC(=C)C#N)C(=O)NC1CCN(CC1)C